2,2,3-Trimethylbutan CC(C)(C(C)C)C